N-[5-(1H-benzimidazol-2-yl)-1-methyl-pyrazol-3-yl]-6-[4-[2-(trideuterio-methoxy)ethyl]piperazin-1-yl]pyridine-3-carboxamide N1C(=NC2=C1C=CC=C2)C2=CC(=NN2C)NC(=O)C=2C=NC(=CC2)N2CCN(CC2)CCOC([2H])([2H])[2H]